tert-butyl (3S)-3-[4-[3-chloro-4-(2,2-difluoroethoxy)anilino]pyrido[3,2-d]pyrimidin-6-yl]oxypyrrolidine-1-carboxylate ClC=1C=C(NC=2C3=C(N=CN2)C=CC(=N3)O[C@@H]3CN(CC3)C(=O)OC(C)(C)C)C=CC1OCC(F)F